methyl ((2S,E)-7-(dimethylamino)-1-((1-((2-methyl-6-neopentyl-9-(tetrahydro-2H-pyran-2-yl)-9H-purin-8-yl)methyl)-2-oxo-1,2-dihydropyridin-3-yl)amino)-1,7-dioxohept-5-en-2-yl)carbamate CN(C(/C=C/CC[C@@H](C(=O)NC=1C(N(C=CC1)CC=1N(C2=NC(=NC(=C2N1)CC(C)(C)C)C)C1OCCCC1)=O)NC(OC)=O)=O)C